C1N(CCC2=CC=CC=C12)C[C@H](CNC1=NN(C2=C1N=C(N=C2O)C(F)(F)F)C2OCCCC2)O 3-(((S)-3-(3,4-dihydroisoquinolin-2(1H)-yl)-2-hydroxypropyl)amino)-1-(tetrahydro-2H-pyran-2-yl)-5-(trifluoromethyl)-1H-pyrazolo[4,3-d]pyrimidin-7-ol